(4-(dimethylphosphoryl)-2-methoxyphenyl)(prop-2-yn-1-yl)carbamic acid tert-butyl ester C(C)(C)(C)OC(N(CC#C)C1=C(C=C(C=C1)P(=O)(C)C)OC)=O